ClC1=C(C=C(C=C1)NC(=O)N1[C@H]2C[C@@H](C[C@@]1(C2)C=2OC(=NN2)C)C)N2CC(C2)O (1R,3S,5S)-N-(4-chloro-3-(3-hydroxyazetidin-1-yl)phenyl)-3-methyl-1-(5-methyl-1,3,4-oxadiazol-2-yl)-6-azabicyclo[3.1.1]heptane-6-carboxamide